Dimethyl Isoquinoline-4,5-dicarboxylate N-Oxide C1=[N+](C=C(C=2C(=CC=CC12)C(=O)OC)C(=O)OC)[O-]